3-(3,4-difluoro-2-methoxy-phenyl)-5-(trifluoromethyl)-4,5-dihydrofuran-2-carboxylic acid ethyl ester C(C)OC(=O)C=1OC(CC1C1=C(C(=C(C=C1)F)F)OC)C(F)(F)F